1,8-naphthyridin N1=CC=CC2=CC=CN=C12